titanium Calcium [Ca].[Ti]